N-(3-chloro-4-(oxazol-5-yl)phenyl)-6-methoxychroman-3-carboxamide ClC=1C=C(C=CC1C1=CN=CO1)NC(=O)C1COC2=CC=C(C=C2C1)OC